BrCCOCC1OCCC1 2-[(2-bromoethoxy)methyl]tetrahydrofuran